ClC=1C2=C(N=CN1)C=NN2C 7-chloro-1-methyl-1H-pyrazolo[4,3-d]pyrimidine